C(C1=CC=CC=C1)(=O)N(C(C=C)=O)S(=O)(=O)C1=CC=C(C)C=C1 N-benzoyl-N-p-toluenesulfonyl-acrylamide